CN1C(CCC1)CCN N-methyl-2-aminoethyl-tetrahydropyrrole